diboron pyrene C1=CC=C2C=CC3=CC=CC4=CC=C1C2=C34.[B].[B]